N1C(=CC2=CC=CC=C12)CN1CCN(CC1)C1=C2C(=NC=C1)N(C=C2)COCC[Si](C)(C)C 4-(4-((1H-indol-2-yl)methyl)piperazin-1-yl)-1-((2-(trimethylsilyl)ethoxy)-methyl)-1H-pyrrolo[2,3-b]pyridine